2-(2,6-difluoro-4-chlorobenzylidene)hydrazine-carboximidamide FC1=C(C=NNC(N)=N)C(=CC(=C1)Cl)F